ammonium 2-((1s,3s)-2'-oxo-3-((1-(tetrahydro-2H-pyran-2-yl)-1H-pyrazolo[4,3-b]pyridin-5-yl)oxy)spiro[cyclobutane-1,3'-pyrrolo[2,3-c]pyridin]-1'(2'H)-yl)acetate O=C1C2(C=3C(=CN=CC3)N1CC(=O)[O-])CC(C2)OC2=CC=C1C(=N2)C=NN1C1OCCCC1.[NH4+]